FC1=CC=C2C[C@@H]3N(C(NCC=4C=CC(=C(OC1=C2)N4)C)=O)CC([C@@H]3NS(=O)(=O)C)(F)F |o1:6,24| N-[rel-(15aS,16R)-11,17,17-trifluoro-7-methyl-1-oxo-2,3,15a,16,17,18-hexahydro-1H,15H-4,8-(azeno)-14,10-(metheno)pyrrolo[1,2-j][1,8,10]oxadiazacycloheptadecin-16-yl]methanesulfonamide